N-((2-(4-aminophenyl)thiazol-5-yl)methyl)-11-oxo-10,11-dihydrodibenzo[b,f][1,4]thiazepine-8-carboxamide 5,5-dioxide NC1=CC=C(C=C1)C=1SC(=CN1)CNC(=O)C1=CC2=C(S(C3=C(C(N2)=O)C=CC=C3)(=O)=O)C=C1